FC(C1=CC=C(C=C1)C1=NN2C(C=CC=C2)=N1)(F)F 2-(4-(trifluoromethyl)phenyl)-[1,2,4]triazolo[1,5-a]pyridine